(1R)-2,2-difluoro-N-(3-(6-(1-hydroxybut-3-en-1-yl)-4-methylpyridin-3-yl)-1,6-naphthyridin-7-yl)cyclopropane-1-carboxamide FC1([C@H](C1)C(=O)NC1=NC=C2C=C(C=NC2=C1)C=1C=NC(=CC1C)C(CC=C)O)F